3-(2-(5-(4-hydroxybenzylidene)-3-(4-tert-butylphenyl)-4-oxothiazolidine-2-ylidene)hydrazono)-5-methylindol-2-one OC1=CC=C(C=C2C(N(C(S2)=NN=C2C(NC3=CC=C(C=C23)C)=O)C2=CC=C(C=C2)C(C)(C)C)=O)C=C1